3-(3-dimethylaminopropyl)-carbodiimide hydrochloride Cl.CN(CCCN=C=N)C